C(=CCCCCCCCCCC)C1C(OC(C1)=O)=O 3-dodecenyldihydro-2,5-furandion